L-Valyl-L-Asparaginyl-L-Isoleucyl-L-Glutaminyl-L-Lysyl-L-α-Glutamyl-L-Isoleucin N[C@@H](C(C)C)C(=O)N[C@@H](CC(N)=O)C(=O)N[C@@H]([C@@H](C)CC)C(=O)N[C@@H](CCC(N)=O)C(=O)N[C@@H](CCCCN)C(=O)N[C@@H](CCC(O)=O)C(=O)N[C@@H]([C@@H](C)CC)C(=O)O